N1N=NN=C1C1=C(C=CC=C1)C1=CC(=CC(=N1)N(CC(C)C)CC1=CC=CC=C1)NC1=NC=CN=C1C 6-(2-(1H-tetrazol-5-yl)phenyl)-N2-benzyl-N2-isobutyl-N4-(3-methylpyrazin-2-yl)pyridine-2,4-diamine